3-(5-(4-((1-(3-((4-((5-chloropyrimidin-2-yl)amino)piperidin-1-yl)sulfonyl)phenyl)-piperidin-4-yl)methyl)piperazin-1-yl)-1-oxoisoindolin-2-yl)piperidine-2,6-dione ClC=1C=NC(=NC1)NC1CCN(CC1)S(=O)(=O)C=1C=C(C=CC1)N1CCC(CC1)CN1CCN(CC1)C=1C=C2CN(C(C2=CC1)=O)C1C(NC(CC1)=O)=O